FC(C=1C=C(CC2=CC(=NC=C2)N2N=C(C=C2CO)C)C=C(C1)F)F 1-(4-(3-(difluoromethyl)-5-fluorobenzyl)pyridin-2-yl)-5-(hydroxymethyl)-3-methyl-1H-pyrazole